FC=1C=2N(C=C(C1)NC(=O)C1=NC=C(N=C1)N1CC3(CC3)[C@@H](C1)NC)C=C(N2)C (S)-N-(8-fluoro-2-methylimidazo[1,2-a]pyridin-6-yl)-5-(7-(methylamino)-5-azaspiro[2.4]heptane-5-yl)pyrazine-2-carboxamide